ClC1=CC=C2C(=C(N(C2=C1C=1C(=NN(C1C)C)C)CCN1CCNCC1)C(=O)OC(C)(C)C)CCCOC1=CC=CC2=CC(=CC=C12)F Tert-butyl 6-chloro-3-{3-[(6-fluoronaphthalen-1-yl)oxy]propyl}-1-[2-(piperazin-1-yl)ethyl]-7-(1,3,5-trimethyl-1H-pyrazol-4-yl)-1H-indole-2-carboxylate